BrC=1C(=NC(=NC1)NC1=C(C=C(C(=C1)C)N1CCC(CC1)N1CCN(CC1)C1COC1)OC)NC1=CC2=C(CCO2)C=C1N(S(=O)(=O)C)C N-(6-((5-bromo-2-((2-methoxy-5-methyl-4-(4-(4-(oxetan-3-yl)piperazine-1-yl)piperidin-1-yl)phenyl)amino)pyrimidin-4-yl)amino)-2,3-dihydrobenzofuran-5-yl)-N-methylmethanesulfonamide